N-[4-(aminomethyl)phenyl]benzene-1,4-diamine NCC1=CC=C(C=C1)NC1=CC=C(C=C1)N